OC(CCC1C(CC2C1CC1=CC=CC(=C1C2)OCC(=O)OC)OC(CCCC)=O)CCCCC Pentanoic acid 1-(3-hydroxy-octyl)-5-methoxycarbonylmethoxy-2,3,3a,4,9,9a-hexahydro-1H-cyclopenta[b]naphthalen-2-yl ester